B(O)(O)C1OC(=O)C2=CC=CC=C12 boronophthalide